17β-hydroxy-17α-methyl-androst-4-en-3-one O[C@@]1([C@]2(C)[C@@H](CC1)[C@@H]1CCC3=CC(CC[C@]3(C)[C@H]1CC2)=O)C